C(C)(C)(C)OC(=O)N1CC(C1)CN1C(C(N(C2=CC(=C(C=C12)Cl)C1=C(C=CC=C1F)N)C1=C(C=CC=C1C)C(C)C)=O)=O 3-((6-(2-amino-6-fluorophenyl)-7-chloro-4-(2-isopropyl-6-methylphenyl)-2,3-dioxo-3,4-dihydroquinoxalin-1(2H)-yl)methyl)azetidine-1-carboxylic acid tert-butyl ester